CN([C@@H](C(=O)NC(C(=O)NC)C(C)C)C(C)C)C 2-((R)-2-(dimethylamino)-3-methylbutanamido)-N,3-dimethylbutanamide